F[C@H]1CN(CC[C@H]1NC1=C2C=C(N(C2=CC=C1)CC(F)(F)F)C1=NOC(=N1)CNC(=O)C1=CSC(=C1)C(C)(C)OC)C N-{[3-(4-{[(3S,4R)-3-fluoro-1-methylpiperidin-4-yl]amino}-1-(2,2,2-trifluoroethyl)-1H-indol-2-yl)-1,2,4-oxadiazol-5-yl]methyl}-5-(2-methoxypropan-2-yl)thiophene-3-carboxamide